methyl 2-((5-cyano-2-methyl-phenyl)amino)-5-(trifluorometh-yl)benzoate C(#N)C=1C=CC(=C(C1)NC1=C(C(=O)OC)C=C(C=C1)C(F)(F)F)C